C(C)(C)(C)OC(N(C(C)C)CCOC1=NC=C(C=C1N)Br)=O N-[2-[(3-amino-5-bromopyridin-2-yl)oxy]ethyl]-N-(propan-2-yl)carbamic acid tert-butyl ester